4-[5-[(E)-2-(aminomethyl)-3-fluoro-allyloxy]-2-pyridinyl]piperazin-2-one NC/C(/COC=1C=CC(=NC1)N1CC(NCC1)=O)=C\F